ethylenedi-p-toluenesulfonic acid C(CCC1=CC=C(C=C1)S(=O)(=O)O)CC1=CC=C(C=C1)S(=O)(=O)O